methyl-3-pentafluoroethyl-4-trifluoromethyl-5-fluoro-1H-pyrazole CN1N=C(C(=C1F)C(F)(F)F)C(C(F)(F)F)(F)F